C(C)(=O)O[C@@H]1COCC[C@H]1NC1=NN2C(C=N1)=C(C(=C2C2(CCC2)CC)C#N)I (3S,4R)-4-{[6-cyano-7-(1-ethylcyclobutyl)-5-iodopyrrolo[2,1-f][1,2,4]triazin-2-yl]amino}oxan-3-yl acetate